Cl.N[C@@H](CC1=CNC=N1)C(=O)O L-HISTIDINE MONOHYDROCHLORIDE